NC=1C=2N(C(=CN1)C1=CCC(CC1)NC)C(=NC2C2=C(C=C(C=C2)NC(=O)NC=2C=NC=CC2)C)C(C)C 1-(4-(8-amino-3-isopropyl-5-(4-(methylamino)cyclohex-1-en-1-yl)imidazo[1,5-a]pyrazin-1-yl)-3-methylphenyl)-3-(pyridin-3-yl)urea